(R)-1-(1-acryloylpyrrolidin-3-yl)-3-(3-chloro-4-((3,4-difluorobenzyl)oxy)phenyl)-1H-imidazo[4,5-c]pyridine-2(3H)-one C(C=C)(=O)N1C[C@@H](CC1)N1C(N(C=2C=NC=CC21)C2=CC(=C(C=C2)OCC2=CC(=C(C=C2)F)F)Cl)=O